C(C1=CC=CC=C1)C=1N=C(NC(C1C#N)=O)SCC=1C=C(C=CC1)CC(=O)O [3-(4-benzyl-5-cyano-6-oxo-1,6-dihydro-pyrimidin-2-ylsulfanylmethyl)-phenyl]-acetic acid